FC=1C=C2CCC=3N(C2=CC1)N=C(C3)N3CCN(CC3)C(=O)ON3N=CN=C3 1H-1,2,4-triazol-1-yl 4-(7-fluoro-4,5-dihydropyrazolo[1,5-a]quinolin-2-yl)piperazine-1-carboxylate